4-[N-tert-butoxycarbonyl-S-(5-isopropyl-3-pyridyl)sulfonimidoyl]benzoic acid C(C)(C)(C)OC(=O)N=S(=O)(C=1C=NC=C(C1)C(C)C)C1=CC=C(C(=O)O)C=C1